(3S)-3-{4-[(4-methyl-1,4-diazepan-1-yl)-methyl]phenyl}-2,3-dihydro[1,4]dioxino{2,3-b}pyridine CN1CCN(CCC1)CC1=CC=C(C=C1)[C@H]1COC=2C(=NC=CC2)O1